C(CCC\C=C/CC)OC(CCC(=O)OCCC(CCOC(CCC(OCCCC\C=C/CC)OCCCC\C=C/CC)=O)OC(CCCN1CCCC1)=O)OCCCC\C=C/CC 3-((4-(pyrrolidin-1-yl)butanoyl)oxy)pentane-1,5-diyl bis(4,4-bis(((Z)-oct-5-en-1-yl)oxy)butanoate)